2'-chloro-N-(5-((1s,3s)-3-hydroxycyclobutane-1-carbonyl)-5,6-dihydro-4H-pyrrolo[3,4-d]thiazol-2-yl)-5'-methoxy-6-methyl-[4,4'-bipyridine]-3-carboxamide ClC1=NC=C(C(=C1)C1=C(C=NC(=C1)C)C(=O)NC=1SC2=C(N1)CN(C2)C(=O)C2CC(C2)O)OC